4-(3-(2,6-bis(benzyloxy)pyridin-3-yl)-1-methyl-1H-indazol-6-yl)piperazine-1-carboxylic acid tert-butyl ester C(C)(C)(C)OC(=O)N1CCN(CC1)C1=CC=C2C(=NN(C2=C1)C)C=1C(=NC(=CC1)OCC1=CC=CC=C1)OCC1=CC=CC=C1